ClC=1C=C(C(=NC1)OC)S(=O)(=O)NC=1C(=C(C(=CC1)F)C=1C=CC=2N(C1F)C=NC2C(=O)OCC)F ethyl 6-[3-(5-chloro-2-methoxypyridine-3-sulfonamido)-2,6-difluorophenyl]-5-fluoroimidazo[1,5-a]pyridine-1-carboxylate